C(C)OC(CCC(C(=O)OC(C)(C)C)(C#N)C1=CC(=C(C=C1)Br)F)=O 2-(4-bromo-3-fluorophenyl)-2-cyanopentanedioic acid 1-tert-butyl 5-ethyl ester